N1(CCS(CC1)=O)C(=O)O[C@@H]1CC[C@H](CC1)C(N(C[C@@H]1CC[C@H](CC1)C1=CC(=C(C=C1)OC)C)C1=CC(=CC=C1)C=1C=NN(C1)C1CC1)=O trans-4-((3-(1-Cyclopropyl-1H-pyrazol-4-yl)phenyl)((trans-4-(4-methoxy-3-methylphenyl)cyclohexyl) methyl)carbamoyl)cyclohexyl thiomorpholine-4-carboxylate 1-oxide